(3R)-N-(cyclopropylmethyl)-1-(6-(1-(4-(5-cyclopropylpyridin-3-yl)-1H-1,2,3-triazol-1-yl)ethyl)pyridin-3-yl)piperidin-3-amine C1(CC1)CN[C@H]1CN(CCC1)C=1C=NC(=CC1)C(C)N1N=NC(=C1)C=1C=NC=C(C1)C1CC1